1,4-Bis-(aminomethyl)cyclohexan NCC1CCC(CC1)CN